C(C)N(C1=C(C=C2C(=C(C(OC2=C1[2H])=O)[2H])C)[2H])CC 7-(diethylamino)-4-methyl-2H-chromen-2-one-3,6,8-d3